BrC1=C(C(=CC=C1)OC(F)(F)F)OCOC 1-bromo-2-(methoxymethoxy)-3-(trifluoromethoxy)benzene